BrC1=C(C=CC(=C1)CN1CCNCCCNCCNCCC1)CN1CCNCCCNCCNCCC1 1,1'-[2-bromo-1,4-phenylenebis-(methylene)]-bis-1,4,8,11-tetraazacyclotetradecane